FC1=C(C(=CC=2NC(=NC21)OC=2C=CC(=C(C(=O)O)C2)C)F)C2=CC=C(C=C2)C2=CC=C(C=C2)C2=NC=NN2CCOCCO 5-((4,6-difluoro-5-(4'-(1-(2-(2-hydroxyethoxy)ethyl)-1H-1,2,4-triazol-5-yl)-[1,1'-biphenyl]-4-yl)-1H-benzo[d]imidazol-2-yl)oxy)-2-methylbenzoic acid